O=C1N(C(C=C1)=O)CCCC(=O)NC 4-(2,5-dioxo-1H-pyrrol-1-yl)-N-methylbutanamide